ClC1=NC2=C(N1C(C1=CC(=CC=C1)F)(F)F)C=CC=C2 2-chloro-1-(difluoro(3-fluorophenyl)methyl)-1H-benzo[d]imidazole